CC1=CSC=2NC(NC(C21)=O)=O 5-methylthieno[2,3-d]pyrimidine-2,4(1H,3H)-dione